NC1=NSC2=C1C=C(C=C2)C#N 3-amino-1,2-benzothiazole-5-carbonitrile